N-((1-(4-(1H-pyrazol-4-yl)phenyl)piperidine-4-yl)methyl)acetamide N1N=CC(=C1)C1=CC=C(C=C1)N1CCC(CC1)CNC(C)=O